N-((R)-2-((tert-butoxycarbonyl)amino) butanoyl)-L-alaninate C(C)(C)(C)OC(=O)N[C@@H](C(=O)N[C@@H](C)C(=O)[O-])CC